5-(4-Chloro-2-fluorophenoxy)-N-[(3S)-9-fluoro-2-oxo-5-phenyl-1,3-dihydro-1,4-benzodiazepin-3-yl]-1-(oxetan-3-yl)pyrazole-4-carboxamide ClC1=CC(=C(OC2=C(C=NN2C2COC2)C(=O)N[C@@H]2C(NC3=C(C(=N2)C2=CC=CC=C2)C=CC=C3F)=O)C=C1)F